C(C)(C)(C)OC(=O)N1CCN(CC1)C(C1=C(C=CC(=C1)CN1C(NC(C2=CC=CC=C12)=O)=O)F)=O 4-(5-((2,4-dioxo-3,4-dihydroquinazolin-1(2H)-yl)methyl)-2-fluorobenzoyl)piperazine-1-carboxylic acid tert-butyl ester